tert-butyl (S)-2-((4-(6-((1-(2-fluoroethyl)-1H-pyrazolo[4,3-b]pyridin-6-yl) methoxy) pyridin-2-yl) piperidin-1-yl) methyl)-1-((oxetan-2-yl) methyl)-1H-benzo[d]imidazole-6-carboxylate FCCN1N=CC2=NC=C(C=C21)COC2=CC=CC(=N2)C2CCN(CC2)CC2=NC1=C(N2C[C@H]2OCC2)C=C(C=C1)C(=O)OC(C)(C)C